C(C)(=O)N1CCC(CC1)NCC1=C(C=C(C=N1)C1=NC=CC(=C1Cl)C=1C(=C(C=CC1)C=1C=C(C(=NC1)CNC1CCN(CC1)C(C)=O)OC)Cl)OC 1-(4-(((5-(3-(6'-(((1-Acetylpiperidin-4-yl)amino)methyl)-3-chloro-5'-methoxy-[2,3'-bipyridin]-4-yl)-2-chlorophenyl)-3-methoxypyridin-2-yl)methyl)amino)piperidin-1-yl)ethan-1-one